[Br-].C[N+]1(CCCCC1)CCC 1-methyl-1-propylpiperidinium bromide salt